((2-(difluoromethyl)-2H-tetrazol-5-yl)(phenyl)methyl)piperazine-1-carboxylic acid FC(N1N=C(N=N1)C(C1=CC=CC=C1)C1N(CCNC1)C(=O)O)F